CC(C(N)(N)C)CCC dimethylpentandiamine